CC=1C=C(C=C)C=C(C1C)C 3,4,5-trimethylstyrene